tert-butyl 6-(1-(o-tolyl)-1H-pyrazol-5-yl)-2-azaspiro[3.3]heptane-2-carboxylate C1(=C(C=CC=C1)N1N=CC=C1C1CC2(CN(C2)C(=O)OC(C)(C)C)C1)C